ClC=1C=C(C=CC1)C(CO)(C)NC1=NC2=C(N1)C=CC=C2CNC(N(C)CC)=O (-)-3-((2-((2-(3-chlorophenyl)-1-hydroxypropan-2-yl)amino)-1H-benzo[d]imidazol-4-yl)methyl)-1-ethyl-1-methylurea